2-(2-(tetrahydro-2H-thiopyran-4-yl)ethyl)-1,4-dihydroisoquinolin-3(2H)-one S1CCC(CC1)CCN1CC2=CC=CC=C2CC1=O